2-octadecanoyloxy-2-methylpropane C(CCCCCCCCCCCCCCCCC)(=O)OC(C)(C)C